3-(3-((2-(difluoromethoxy)-6-methylpyridin-3-yl)carbamoyl)-3-(2-isopropylphenyl)azetidine-1-carboxamido)-3-methylbutanoic acid FC(OC1=NC(=CC=C1NC(=O)C1(CN(C1)C(=O)NC(CC(=O)O)(C)C)C1=C(C=CC=C1)C(C)C)C)F